dineopentyl (1-trifluoromethylethyl)succinate FC(C(C)C(C(=O)OCC(C)(C)C)CC(=O)OCC(C)(C)C)(F)F